COC(C1=NC=C(C=C1)NC1=C(C=C(C=C1)OC)N)=O 5-((2-amino-4-methoxyphenyl)amino)picolinic acid methyl ester